(S)-2,2-difluoro-N-(4-methyl-3-(4-methyl-1-((2-(trimethylsilyl)ethoxy)methyl)-1H-imidazol-2-yl)phenyl)cyclopropane-1-carboxamide FC1([C@@H](C1)C(=O)NC1=CC(=C(C=C1)C)C=1N(C=C(N1)C)COCC[Si](C)(C)C)F